3-[6-[4-[3-[tert-butyl(dimethyl)silyl]oxypropylamino]-1-piperidyl]-1-methyl-indazol-3-yl]piperidine-2,6-dione [Si](C)(C)(C(C)(C)C)OCCCNC1CCN(CC1)C1=CC=C2C(=NN(C2=C1)C)C1C(NC(CC1)=O)=O